(S)-N-[1-(4-aminophenyl)ethyl]acetamide 2-(((1S)-1-(5-(2-(4-fluorophenyl)-3-phenylcyclopropyl)-1,2,4-oxadiazol-3-yl)ethyl)carbamoyl)-4-methoxypyridin-3-yl-benzoate FC1=CC=C(C=C1)C1C(C1C1=CC=CC=C1)C1=NC(=NO1)[C@H](C)NC(=O)C1=NC=CC(=C1OC(C1=CC=CC=C1)=O)OC.NC1=CC=C(C=C1)[C@H](C)NC(C)=O